CS(=O)(=O)[O-].C(CCCCCCCCCCC)[N+]1(CCCCC1)CC 1-Dodecyl-1-ethylpiperidinium methansulfonat